(R)-2-(3-(5-(3-Hydroxy-1-methyl-2-oxopyrrolidin-3-yl)isoxazol-3-yl)phenyl)-5-((1-methyl-1H-pyrazol-3-yl)amino)pyrimidine-4-carboxamide O[C@@]1(C(N(CC1)C)=O)C1=CC(=NO1)C=1C=C(C=CC1)C1=NC=C(C(=N1)C(=O)N)NC1=NN(C=C1)C